Norvalinal N[C@@H](CCC)C=O